6-benzyl-1-(1-methyl-1H-pyrazol-4-yl)-7-oxo-4,5,6,7-tetrahydro-1H-pyrazolo[3,4-c]pyridine-3-carboxylic acid C(C1=CC=CC=C1)N1C(C2=C(CC1)C(=NN2C=2C=NN(C2)C)C(=O)O)=O